Para-fluoromethoxyphenylpropionitrile FCOC1=CC=C(C=C1)C(C#N)C